trans-3-[4-(4,5-dichloro-6-oxo-pyridazin-1-yl)cyclohexyl]-1H-benzimidazol-2-one ClC=1C=NN(C(C1Cl)=O)[C@@H]1CC[C@H](CC1)N1C(NC2=C1C=CC=C2)=O